NC1CN(CCCC1)C=O (3-aminoazepan-1-yl)methanone